CNCCO 2-(N-Methylamino)Ethanol